3-methoxy-4-((2-methoxyethyl)amino)-N-(5-(5-methyl-1H-pyrazol-1-yl)-1,3,4-thiadiazol-2-yl)-2-oxo-2H-pyran-6-carboxamide COC=1C(OC(=CC1NCCOC)C(=O)NC=1SC(=NN1)N1N=CC=C1C)=O